(S)-2-(4-(3-(4-(tert-butoxycarbonyl)piperazin-1-yl)propoxy)phenyl)-2-(isoindolin-2-yl)acetic acid C(C)(C)(C)OC(=O)N1CCN(CC1)CCCOC1=CC=C(C=C1)[C@@H](C(=O)O)N1CC2=CC=CC=C2C1